CN1CCC(CC1)C(=O)N 1-methylpiperidin-4-carboxamide